2-amino-6-(trifluoromethyl)-1H-pyrimidine NC1NC(=CC=N1)C(F)(F)F